NC=1C2=C(N=CN1)N(C=C2C#CC2=C(C=CC=C2F)OCC)[C@@H]2O[C@@H]([C@H]([C@H]2O)O)CNS(N)(=O)=O 4-amino-7-[(2R,3R,4S,5R)-3,4-dihydroxy-5-[(sulfamoylamino)methyl]tetrahydrofuran-2-yl]-5-[2-(2-ethoxy-6-fluoro-phenyl)ethynyl]pyrrolo[2,3-d]pyrimidine